N-(1-((3-chloro-4-fluorophenyl)amino)-6-fluoroisoquinolin-7-yl)-4-(piperidin-1-yl)butanamide ClC=1C=C(C=CC1F)NC1=NC=CC2=CC(=C(C=C12)NC(CCCN1CCCCC1)=O)F